4-amino-7-(1-methoxy-2-methylpropan-2-yl)-N-(4-(methoxymethyl)phenyl)-7H-pyrrolo[2,3-d]pyrimidine-5-carboxamide NC=1C2=C(N=CN1)N(C=C2C(=O)NC2=CC=C(C=C2)COC)C(COC)(C)C